O1CC(CC1)CNC(=O)[C@@H]1CN(CC[C@H]1NC(=O)C1=NOC(=C1)C1=C(C=C(C=C1)F)F)C1CCCCC1 |o1:9,14| (3R*,4R*)-1-Cyclohexyl-4-{[5-(2,4-difluoro-phenyl)-isoxazole-3-carbonyl]-amino}-piperidine-3-carboxylic acid (tetrahydro-furan-3-ylmethyl)-amide